[H-].[Mo+2]=O.[Fe+2].[H-].[H-].[H-] iron molybdenum oxide hydride